4-phenyl-5-methylcarbonyl-6-methyl-3,4-dihydropyrimidin-2(1H)-one C1(=CC=CC=C1)C1NC(NC(=C1C(=O)C)C)=O